(R)-methyl 2-((1-aminobutane-2-yl) oxy)-1-naphthoate hydrochloride Cl.NC[C@@H](CC)OC1=C(C2=CC=CC=C2C=C1)C(=O)OC